8-(7-bromo-2-chloro-8-fluoro-quinazolin-4-yl)-1-oxa-8-azaspiro[3.5]nonane BrC1=CC=C2C(=NC(=NC2=C1F)Cl)N1CCCC2(CCO2)C1